2-bromo-3-methyl-N-(2-tert-butyl-4-styrylphenyl)benzamide BrC1=C(C(=O)NC2=C(C=C(C=C2)C=CC2=CC=CC=C2)C(C)(C)C)C=CC=C1C